2-(2-isopropylphenyl)-9-(4-(2-(methoxymethyl)piperidine-1-carbonyl)benzyl)-7,9-dihydro-8H-purin-8-one C(C)(C)C1=C(C=CC=C1)C1=NC=C2NC(N(C2=N1)CC1=CC=C(C=C1)C(=O)N1C(CCCC1)COC)=O